(2R,4R)-N2-(5-((+)-1-amino-1-(3-cyanophenyl)-3-cyclopropyl)-2-fluorophenyl)-N1-(4-chlorophenyl)-4-hydroxypyrrolidine-1,2-dicarboxamide NC1(CC1C=1C=CC(=C(C1)NC(=O)[C@@H]1N(C[C@@H](C1)O)C(=O)NC1=CC=C(C=C1)Cl)F)C1=CC(=CC=C1)C#N